O=C1C=CC(=CN1)C=1[N+](=CC=CC1)[O-] oxo-1',6'-dihydro-[2,3'-bipyridine]-1-oxide